N-[3-chloro-4-(2-isopentyloxy-ethylcarbamoyl)phenyl]-5-[4-(cyanomethoxy)-2,3-difluoro-phenyl]-1-methyl-imidazole-2-carboxamide ClC=1C=C(C=CC1C(NCCOCCC(C)C)=O)NC(=O)C=1N(C(=CN1)C1=C(C(=C(C=C1)OCC#N)F)F)C